C(C1=CC=CC=C1)(=O)OC1=CC=C(CCl)C=C1 p-Benzoyloxybenzylchloride